FC=1C=C(C=C(C1)F)C1=NOC(C1)(C(=O)N[C@@H]1CO[C@@H](C1)C(NC)=O)C 3-(3,5-difluorophenyl)-5-methyl-N-[cis-5-(methylcarbamoyl)tetrahydrofuran-3-yl]-4H-isoxazole-5-carboxamide